2-(4-(methylsulfonyl)piperidine-1-carbonyl)anthracene-9,10-dione CS(=O)(=O)C1CCN(CC1)C(=O)C1=CC=2C(C3=CC=CC=C3C(C2C=C1)=O)=O